N,N-dibenzyl-3-bromo-2-fluoro-6-nitroaniline C(C1=CC=CC=C1)N(C1=C(C(=CC=C1[N+](=O)[O-])Br)F)CC1=CC=CC=C1